dimethyl-4,4'-biphenyldicarboxylic acid CC=1C(=C(C=CC1C(=O)O)C1=CC=C(C=C1)C(=O)O)C